Dimethylaminothiocarbamic acid S-([1,1':3',1''-terphenyl]-5'-yl) ester C1(=CC=CC=C1)C1=CC(=CC(=C1)SC(NN(C)C)=O)C1=CC=CC=C1